CN(CCC1=CN(C2=CC=C(C=C12)OC)C(CCC(=O)OC)=O)C Methyl 4-(3-(2-(dimethyl-amino)ethyl)-5-methoxy-1H-indol-1-yl)-4-oxobutanoate